2-(3-ethyl-5'-fluoro-1'-methyl-1H,1'H-[4,6'-biindazol]-1-yl)acetic acid C(C)C1=NN(C=2C=CC=C(C12)C1=C(C=C2C=NN(C2=C1)C)F)CC(=O)O